COC(=O)C=1C=2C(C=C(NC2C=CN1)C=1C(=NC2=CC=CC=C2C1)OC1=C(C(=C(C=C1)F)F)C)=O 2-[2-(3,4-Difluoro-2-methyl-phenoxy)-3-quinolinyl]-4-oxo-1H-1,6-naphthyridine-5-carboxylic acid methyl ester